C1(=CC=C(C=C1)N(C1=CC=2C(C3=CC=CC=C3C2C=C1)(C)C)C1=CC=C(C=C1)C1=CC=C(C=C1)Br)C1=CC=CC=C1 N-([1,1'-biphenyl]-4-yl)-N-(4'-bromo-[1,1'-biphenyl]-4-yl)-9,9-dimethylfluorene-2-amine